2-hydrazinopyrazine N(N)C1=NC=CN=C1